CN1N=C(C2=CC=CC=C12)C(=N)NC1=CC=C(C=C1)OC(F)(F)F 1-methyl-N-[4-(trifluoromethoxy)phenyl]indazole-3-carboxamidine